C(C)(C)(C)OC(=O)C1CCN(CC1)C=1C=CC(=NC1)C(=O)O 5-(4-(tert-butoxycarbonyl)piperidin-1-yl)picolinic acid